N-(6-iodo-4-(pyridin-4-yl)quinolin-2-yl)-N-methylglycine IC=1C=C2C(=CC(=NC2=CC1)N(CC(=O)O)C)C1=CC=NC=C1